C1(=CC=CC=C1)C(=O)N1CCC2(CO2)CC1 phenyl-(1-oxa-6-azaspiro[2.5]oct-6-yl)methanone